4,4,5,5-tetramethyl-2-(2-triphenylenyl)-1,3,2-dioxaborolane CC1(OB(OC1(C)C)C1=CC=2C3=CC=CC=C3C3=CC=CC=C3C2C=C1)C